ClC1=CC(=C(C=C1)C1=NC(=NC2=NC(=C(N=C12)C)C)N1C[C@@H](O[C@@H](C1)C)C=1C=NN(C1)COC)F (2S,6R)-4-[4-(4-chloro-2-fluoro-phenyl)-6,7-dimethyl-pteridin-2-yl]-2-[1-(methoxymethyl)pyrazol-4-yl]-6-methyl-morpholine